(R)-2-((2S,3R)-3-amino-4-(4-chlorophenyl)-2-hydroxybutanamido)-2-(3-(trifluoromethoxy)phenyl)acetic acid N[C@@H]([C@@H](C(=O)N[C@@H](C(=O)O)C1=CC(=CC=C1)OC(F)(F)F)O)CC1=CC=C(C=C1)Cl